N-methyl-2-[3-[(E)-2-[1-(3-pyrrolidin-1-ylpropyl)pyrazol-3-yl]vinyl]-1-tetrahydropyran-2-yl-indazol-6-yl]thiobenzamide (Z)-3,7-dimethylnona-1,6-dien-3-yl-acetate CC(C=C)(CC\C=C(/CC)\C)CC(=O)O.CNC(C1=C(C=CC=C1)C1=CC=C2C(=NN(C2=C1)C1OCCCC1)\C=C\C1=NN(C=C1)CCCN1CCCC1)=S